dibutyl-tin dimaleate C(\C=C/C(=O)[O-])(=O)[O-].C(\C=C/C(=O)[O-])(=O)[O-].C(CCC)[Sn+4]CCCC